Perfluorooctyl-sulfonyl-acetic acid FC(C(=O)O)(S(=O)(=O)C(C(C(C(C(C(C(C(F)(F)F)(F)F)(F)F)(F)F)(F)F)(F)F)(F)F)(F)F)F